1-[2-bromo-4-chloro-5-(trifluoromethyl)phenyl]-3-[(1S)-1-(2-pyrimidin-2-yl-1,2,4-triazol-3-yl)ethyl]urea BrC1=C(C=C(C(=C1)Cl)C(F)(F)F)NC(=O)N[C@@H](C)C=1N(N=CN1)C1=NC=CC=N1